CC1=CC=C(CSC2=NNC(=N2)CCC)C=C1 3-[(4-methylbenzyl)sulfanyl]-5-propyl-[1,2,4]triazol